2-(5-(2-Fluoro-6-methoxyphenyl)-6-oxo-5,6-dihydro-1H-pyrazolo[4,3-c]pyridazin-3-yl)-6-methyl-5,6-dihydro-4H-pyrazolo[1,5-d][1,4]diazepin-7(8H)-on FC1=C(C(=CC=C1)OC)N1N=C2C(=CC1=O)NN=C2C2=NN1CC(N(CCC1=C2)C)=O